COC=1C=C2C=CC(=CC2=CC1)O 6-methoxy-naphthalen-2-ol